cyclohexane-boric acid B(O)(O)O.C1CCCCC1